2-amino-4,6-dichloropyrimidin-5-formaldehyde NC1=NC(=C(C(=N1)Cl)C=O)Cl